CN1CCC(CC1)NC1=CC=C(C=C1)B(O)O (4-((1-methylpiperidin-4-yl)amino)phenyl)boronic acid